N1C(=NC2=C1C=CC=C2)C=2C=C(C=CC2)NC2=C(C=C(C=C2)C=2N=NC=CC2)OC N-(3-(1H-benzo[d]imidazol-2-yl)phenyl)-2-methoxy-4-(pyridazin-3-yl)aniline